O=C1NC(CCC1C1=NN(C2=CC(=CC=C12)NC(CN1CCC(CC1)C[C@H](COC1=CC(=C(C=C1)B1OC(C(O1)(C)C)(C)C)C)C)=O)C)=O N-[3-(2,6-dioxo-3-piperidyl)-1-methyl-indazol-6-yl]-2-[4-[(2R)-2-methyl-3-[3-methyl-4-(4,4,5,5-tetramethyl-1,3,2-dioxaborolan-2-yl)phenoxy]propyl]-1-piperidyl]acetamide